4-(5-(1-acryloylpyrrolidin-3-yl)pyrrolo[1,2-c]pyrimidin-7-yl)-N-phenylbenzamide C(C=C)(=O)N1CC(CC1)C=1C=C(N2C=NC=CC21)C2=CC=C(C(=O)NC1=CC=CC=C1)C=C2